C(C=C=C)(=O)NCC1CCC(CC1)C(=O)OC1=C(C(=C(C(=C1F)F)F)F)F pentafluorophenyl (1r,4r)-4-(buta-2,3-dienamido-methyl)cyclohexane-1-carboxylate